C(#N)C1=C(C=CC(=C1OC=1C=C2C(N(C=NC2=CC1)C)=O)F)NS(=O)(=O)C1CCCC1 N-[2-cyano-4-fluoro-3-(3-methyl-4-oxo-quinazolin-6-yl)oxyphenyl]cyclopentanesulfonamide